allyl (S)-3-((tert-butoxycarbonyl)amino)-4-((2-(3-methylisoxazol-5-yl)ethyl)amino)-4-oxobutanoate C(C)(C)(C)OC(=O)N[C@@H](CC(=O)OCC=C)C(=O)NCCC1=CC(=NO1)C